(2S)-ethyl 2-(((((2R,3S,4R,5R)-5-(4-aminopyrrolo[2,1-f][1,2,4]triazin-7-yl)-5-cyano-3,4-dihydroxytetrahydrofuran-2-yl)methoxy)(phenoxy)phosphoryl)amino)-3-methylbutanoate NC1=NC=NN2C1=CC=C2[C@]2([C@@H]([C@@H]([C@H](O2)COP(=O)(OC2=CC=CC=C2)N[C@H](C(=O)OCC)C(C)C)O)O)C#N